8-cyclopropyl-6-fluoro-3,3-dimethyl-3,4-dihydro-1H-quinoxalin-2-one C1(CC1)C=1C=C(C=C2NC(C(NC12)=O)(C)C)F